5-Carboxymethylaminomethyl-2-selenouridine C(=O)(O)CNCC=1C(NC(N([C@H]2[C@H](O)[C@H](O)[C@@H](CO)O2)C1)=[Se])=O